ClC=1C(=NC=C(C1)OC1=NC=CC=C1F)C1=NOC(=N1)CC(C(=O)O)=C 2-((3-(3-chloro-5-((3-fluoropyridin-2-yl)oxy)pyridin-2-yl)-1,2,4-oxadiazol-5-yl)methyl)acrylic acid